6-(3-amino-5-(4-(aminomethyl)-4-methylpiperidin-1-yl)pyrazin-2-yl)-2H-benzo[b][1,4]oxazin-3(4H)-one NC=1C(=NC=C(N1)N1CCC(CC1)(C)CN)C1=CC2=C(OCC(N2)=O)C=C1